(S)-tert-butyl (1-(4-chlorophenyl)-3-(2-formylphenoxy)propan-2-yl)carbamate ClC1=CC=C(C=C1)C[C@@H](COC1=C(C=CC=C1)C=O)NC(OC(C)(C)C)=O